OCC1=CC=CC(=N1)C1(CCOCC1)O 4-(6-(hydroxymethyl)pyridin-2-yl)-tetrahydro-2H-pyran-4-ol